N1=C(N=CC=C1)CNC(=O)[C@@H]1C[C@@H](CCC1)NC(OC(C)(C)C)=O tert-butyl ((1R,3S)-3-((pyrimidin-2-ylmethyl)carbamoyl)cyclohexyl)carbamate